C(=O)O[C@H]1C=CC[C@H]([C@@H]1N)C1=C(C2=NC(=CC(=C2S1)NCC=1SC=CC1)Cl)Br (1S,5R,6S)-6-amino-5-(3-bromo-5-chloro-7-((thiophen-2-ylmethyl)amino)thieno[3,2-b]pyridin-2-yl)cyclohex-2-en-1-ol formate